3-(4-piperazin-1-yl-phenoxy)-piperidine-2,6-dione hydrochloride Cl.N1(CCNCC1)C1=CC=C(OC2C(NC(CC2)=O)=O)C=C1